C1C(O1)CC(C(C(C(C(C(C(C(F)(F)F)(F)F)(F)F)(F)F)(F)F)(F)F)(F)F)(F)F 3-perfluorooctyl-1,2-epoxypropane